ClC=1C=C(C=CC1)CC1=CC(C(=C(N1CC)C1=CC(=C(C=C1)Cl)Cl)C(=O)OC)=O methyl 6-[(3-chlorophenyl)methyl]-2-(3,4-dichlorophenyl)-1-ethyl-4-oxo-pyridine-3-carboxylate